(4,4-difluoropiperidin-1-yl)(5-(5-methylquinolin-6-yl)naphthalen-2-yl)methanone aluminum [Al].FC1(CCN(CC1)C(=O)C1=CC2=CC=CC(=C2C=C1)C=1C(=C2C=CC=NC2=CC1)C)F